C(#CC#CCCCC)C=1C(NC(NC1)=O)=O 5-octadiynyl-uracil